2-{3-[4-(dimethylsulfamoyl)phenyl]-4-(hydroxyamino)-4-methyl-5-oxo-4,5-dihydro-1H-pyrazol-1-yl}acetic acid ethyl ester C(C)OC(CN1N=C(C(C1=O)(C)NO)C1=CC=C(C=C1)S(N(C)C)(=O)=O)=O